FC1=C(C(C(=O)O)=C(C(=C1F)F)F)C(=O)O 3,4,5,6-tetrafluorophthalic acid